C(C)(=O)NC1=CC=C(C=C1)CC(=O)N1C=CC2=C1N=CC=1N2C=CN1 3-(2-(4-Acetamidophenyl)acetyl)-3H-imidazo[1,2-a]pyrrolo[2,3-e]pyrazine